ClC=1N=C(C=2N(C1)N=CN2)C2=CNC=C2 3-(6-chloro-[1,2,4]triazolo[1,5-a]pyrazin-8-yl)-1H-pyrrole